ClC1=CC=C(C=C1)C1=CN=C(O1)S(=O)(=O)CCCCl 5-(4-chlorophenyl)-2-((3-chloropropyl)sulfonyl)oxazole